ICCCC=CC=CCCCC 1-iodo-4,6-undecadiene